5-(3-(2-((4-(1-(cyclopropanecarbonyl)indolin-5-yl)-5-methylthiazol-2-yl)amino)-2-oxoethyl)phenoxy)-3,3-dimethylpentyl 4-methylbenzenesulfonate CC1=CC=C(C=C1)S(=O)(=O)OCCC(CCOC1=CC(=CC=C1)CC(=O)NC=1SC(=C(N1)C=1C=C2CCN(C2=CC1)C(=O)C1CC1)C)(C)C